ClC=1C(=NC=CN1)N1CCN(CC1)C(=O)OC(C)(C)C tert-butyl 4-(3-chloropyrazin-2-yl)piperazine-1-carboxylate